13H-benzo[de]pyrano[3',4':6,7]indolizino[1,2-b]quinoline-10,13-dione methanesulfonate CS(=O)(=O)O.C1=CC=C2C3=C1C=1C(=NC3=CC=C2)C2=CC=3C(C(N2C1)=O)=COC(C3)=O